C1(CC1)CN1C(=CC2=CC=CC(=C12)C#C[Si](C)(C)C)C1=NC2=C(N1C)C(=CC(=C2)C(=O)N2C1CCC(C2)C1NC(OC(C)(C)C)=O)OC tert-butyl (2-(2-(1-(cyclopropylmethyl)-7-((trimethylsilyl)ethynyl)-1H-indol-2-yl)-7-methoxy-1-methyl-1H-benzo[d]imidazole-5-carbonyl)-2-azabicyclo[2.2.1]heptan-7-yl)carbamate